C1N(CC12CCOCC2)CC2=C(C=C(C=C2)C2=NC=CC(=C2Cl)C=2C(=C(C=CC2)NC(=O)C2=CC=C(C=N2)CN(C(OC(C)(C)C)=O)CCO)C)OC tert-Butyl ((6-((3-(2-(4-((7-oxa-2-azaspiro[3.5]nonan-2-yl)methyl)-3-methoxyphenyl)-3-chloropyridin-4-yl)-2-methylphenyl)carbamoyl)pyridin-3-yl)methyl)(2-hydroxyethyl)carbamate